FC=1C=C(C=CC1F)C1=CC2(CN(C2)C(=O)C=2C=C3CN(C(C3=CC2)=O)C2C(NC(CC2)=O)=O)C1 3-(5-(6-(3,4-difluorophenyl)-2-azaspiro[3.3]hept-5-ene-2-carbonyl)-1-oxoisoindolin-2-yl)piperidine-2,6-dione